C(CCCCCCC\C=C/CCCCCCCC)N(CCCCCCCC\C=C/CCCCCCCC)CCCCCCCC\C=C/CCCCCCCC trioleylamine